O=C1NC(CCC1N1C2=C(OCC1)C(=CC=C2)C2CCN(CC2)CC(=O)OC(C)(C)C)=O tert-butyl 2-(4-(4-(2,6-dioxopiperidin-3-yl)-3,4-dihydro-2H-benzo[b][1,4]oxazin-8-yl)piperidin-1-yl)acetate